C1(CCCCC1)C=1C=C(C=C(C1)C1CCCCC1)N(C1=C(C=C(C(=O)N)C=C1)OC(F)(F)F)C 4-((3,5-dicyclohexylphenyl)(methyl)amino)-3-(trifluoromethoxy)benzamide